COC(C1CCN(CC1)C1=C(C=C(C=C1)[C@H]1C2(CCC3=CC=CC=C13)CCCC2)F)OC (R)-1'-(4-(4-(dimethoxymethyl)piperidin-1-yl)-3-fluorophenyl)-3',4'-dihydro-1'H-spiro[cyclopentane-1,2'-naphthalene]